methyl-bicyclo(2.2.1)hept-5-ene CC12CCC(C=C1)C2